triphenylphosphanium iodide [I-].C1(=CC=CC=C1)[PH+](C1=CC=CC=C1)C1=CC=CC=C1